5-(4-chloro-2-fluorophenyl)-7-((2S,4R)-2-(1-cyclopropyl-1H-pyrazol-4-yl)tetrahydro-2H-pyran-4-yl)-2,3-dimethylquinoxaline ClC1=CC(=C(C=C1)C1=C2N=C(C(=NC2=CC(=C1)[C@H]1C[C@H](OCC1)C=1C=NN(C1)C1CC1)C)C)F